Cl.N1C[C@H](CCC1)C1=CC=C(C=C1)NC(=O)C1=NC=C(C=C1)Cl |r| (RS)-5-Chloro-pyridine-2-carboxylic acid (4-piperidin-3-yl-phenyl)amide hydrochloride